(R)-1-(1-((5-Chloropyridin-2-yl)methyl)-1H-benzo[d]imidazol-2-yl)-4,4-difluoropiperidin-3-amin-hydrochlorid Cl.ClC=1C=CC(=NC1)CN1C(=NC2=C1C=CC=C2)N2C[C@H](C(CC2)(F)F)N